3-(2-(3-(dimethylamino)phenoxy)ethoxy)-N-(3-methoxybenzyl)-N-(4-morpholinophenyl)aniline CN(C=1C=C(OCCOC=2C=C(N(C3=CC=C(C=C3)N3CCOCC3)CC3=CC(=CC=C3)OC)C=CC2)C=CC1)C